2-oxo-acetic acid ethyl ester C(C)OC(C=O)=O